COC(=O)C1=NC(=C(C=C1N(C(=O)OC(C)(C)C)C(=O)OC(C)(C)C)C(F)(F)F)O[C@H](C)CC=C (R)-3-[bis(t-butoxycarbonyl)amino]-6-(pent-4-en-2-yloxy)-5-(trifluoromethyl)pyridine-2-carboxylic acid methyl ester